CN1C(C(=CC=C1)NC(=O)[C@H]1[C@@H]2CCO[C@H]12)=O (1S,5S,6S)-N-(1,2-dihydro-1-methyl-2-oxo-3-pyridinyl)-2-oxabicyclo-[3.1.0]hexane-6-carboxamide